N[C@@H]1C2=CC=CC=C2CC12CCN(CC2)C=2NC(C1=C(N2)NN=C1C1=CCC2(C3=CC=CC=C13)CC2)=O (S)-6-(1-amino-1,3-dihydrospiro[indene-2,4'-piperidin]-1'-yl)-3-(2'H-spiro[cyclopropane-1,1'-naphthalen]-4'-yl)-1,5-dihydro-4H-pyrazolo[3,4-d]pyrimidin-4-one